tert-butyl (R)-(1-(2-(2-((tert-butyldimethylsilyl)oxy)ethoxy)-5-fluorophenyl) ethyl)carbamate [Si](C)(C)(C(C)(C)C)OCCOC1=C(C=C(C=C1)F)[C@@H](C)NC(OC(C)(C)C)=O